methyl 4-(propan-1-yn-1-yl)-1-(3-(trifluoromethoxy) benzyl)-1H-indazole-7-carboxylate C(#CC)C1=C2C=NN(C2=C(C=C1)C(=O)OC)CC1=CC(=CC=C1)OC(F)(F)F